3-amino-3-(3-pyridyl)-propionic acid NC(CC(=O)O)C=1C=NC=CC1